C(#N)CC[C@H]1C=2N(C[C@H](C1)C(F)(F)F)C=C(N2)C(=O)O (6S,8R)-8-(2-cyanoethyl)-6-(trifluoromethyl)-5,6,7,8-tetrahydroimidazo[1,2-a]pyridine-2-carboxylic acid